O1NC=CCCC1 2,5,6,7-Tetrahydro-1,2-oxazepine